(R)-2-oxo-4-propylpyrrolidine-3-carboxylic acid methyl ester COC(=O)[C@H]1C(NCC1CCC)=O